N-(5-(4-fluorophenoxy)pyrazin-2-yl)-2-((3R)-3-(6-oxo-1,6-dihydropyridin-3-yl)cyclohexyl)propan-amide FC1=CC=C(OC=2N=CC(=NC2)NC(C(C)C2C[C@@H](CCC2)C2=CNC(C=C2)=O)=O)C=C1